NC1=C(C2=C(S1)CCC21CN(C1)C1=NC(=NC(=N1)Cl)Cl)C#N 2-amino-1'-(4,6-dichloro-1,3,5-triazin-2-yl)spiro[5,6-dihydrocyclopenta[b]thiophene-4,3'-azetidine]-3-carbonitrile